C(=O)(OC(C)(C)C)NCC(=O)O N-Boc-glycine